(E)-2-(4-(6-(N-[11C]methyl-N-methylamino)pyridine-3-yl)buta-1-en-3-ynyl)quinoline-6-ol [11CH3]N(C)C1=CC=C(C=N1)C#C/C=C/C1=NC2=CC=C(C=C2C=C1)O